4-(4-fluoro-1-imidazo[1,2-b]pyridazin-6-yl-piperidine-4-carbonyl)-3,5-dihydro-2H-pyrido[3,4-f][1,4]oxazepine-9-carbonitrile FC1(CCN(CC1)C=1C=CC=2N(N1)C=CN2)C(=O)N2CCOC1=C(C2)C=NC=C1C#N